BrC=1C=C(C=CC1N[C@H](C)C1=CC=C(C=C1)C(F)(F)F)S(=O)(=O)N(C)CC1=CC=C(C=C1)OC 3-bromo-N-[(4-methoxyphenyl)methyl]-N-methyl-4-[[(1R)-1-[4-(trifluoromethyl)phenyl]ethyl]amino]benzenesulfonamide